2-(5-(ethoxycarbonyl)-1,4-dimethyl-1H-pyrrol-3-yl)-2-oxoacetic acid C(C)OC(=O)C1=C(C(=CN1C)C(C(=O)O)=O)C